N1(CCC1)C=1C2=C(N=C(N1)C)CN(C2C)C(=O)Cl 4-(azetidin-1-yl)-2,5-dimethyl-5,7-dihydro-6H-pyrrolo[3,4-d]pyrimidine-6-carbonyl chloride